(S)-2-(5-fluoropyrimidin-2-yl)propane-1-sulfonamide FC=1C=NC(=NC1)[C@@H](CS(=O)(=O)N)C